[N-](S(=O)(=O)C(F)(F)F)S(=O)(=O)C(F)(F)F.C(=C)N1CN(C=C1)CCCC 1-vinyl-3-butyl-imidazole bistrifluoromethanesulfonimide salt